Bis(3,5-di-tert-butyl-4-hydroxy-benzyl)sulfid C(C)(C)(C)C=1C=C(CSCC2=CC(=C(C(=C2)C(C)(C)C)O)C(C)(C)C)C=C(C1O)C(C)(C)C